CC1(OC[C@H](N1C(=O)OC(C)(C)C)COCCCCCCCCCCCCCCCCCC)C tert-butyl (R)-2,2-dimethyl-4-((octadecyloxy)methyl)oxazolidine-3-carboxylate